2-amino-N'-cyclohexyl-N',3-dimethylquinoline-6-carbohydrazide NC1=NC2=CC=C(C=C2C=C1C)C(=O)NN(C)C1CCCCC1